(R)-6-(bromomethyl)-4-(2-chloro-3-fluorophenyl)-2-(thiazole-2-yl)-1,4-dihydropyrimidine-5-carboxylate BrCC1=C([C@@H](N=C(N1)C=1SC=CN1)C1=C(C(=CC=C1)F)Cl)C(=O)[O-]